N-(2-methyl-6-(6-methyl-7-oxo-6,7-dihydro-1H-pyrrolo[2,3-c]pyridin-4-yl)-1-(3-fluoro-4-(trifluoromethyl)benzyl)-1H-benzo[d]imidazol-4-yl)ethanesulfonamide CC1=NC2=C(N1CC1=CC(=C(C=C1)C(F)(F)F)F)C=C(C=C2NS(=O)(=O)CC)C=2C1=C(C(N(C2)C)=O)NC=C1